tert-butyl N-[(1R,4R,7R)-2-[2-[7-chloro-1-(cyclopropylmethyl)pyrrolo[2,3-c]pyridin-2-yl]-7-fluoro-1-methyl-benzimidazole-5-carbonyl]-2-azabicyclo[2.2.1]heptan-7-yl]carbamate ClC=1N=CC=C2C1N(C(=C2)C2=NC1=C(N2C)C(=CC(=C1)C(=O)N1[C@@H]2CC[C@H](C1)[C@H]2NC(OC(C)(C)C)=O)F)CC2CC2